ClC1=NN(C(=C1)C(=O)O)CCC1CCN(CC1)C 3-chloro-1-(2-(1-methylpiperidin-4-yl)ethyl)-1H-pyrazole-5-carboxylic acid